4-(4-fluoro-3-chloroanilino)-7-methoxy-6-nitroquinazoline FC1=C(C=C(NC2=NC=NC3=CC(=C(C=C23)[N+](=O)[O-])OC)C=C1)Cl